C(C)S(=O)(=O)C=1C=C(C=NC1C1=NC2=C(N1C)C=CC(=C2)S(=O)(=NCC(F)(F)F)C(F)(F)F)C2(CC2)C#N 1-[5-ethylsulfonyl-6-[1-methyl-5-[N-(2,2,2-trifluoroethyl)-S-(trifluoromethyl)sulfonimidoyl]benzimidazol-2-yl]-3-pyridyl]cyclopropanecarbonitrile